N-(4-((2-amino-3-chloropyridin-4-yl)oxy)-3-fluorophenyl)-1-(pyridine-4-yl)-5-(trifluoromethyl)-1H-pyrazole-4-carboxamide NC1=NC=CC(=C1Cl)OC1=C(C=C(C=C1)NC(=O)C=1C=NN(C1C(F)(F)F)C1=CC=NC=C1)F